ClC=1N=NC(=C2C1N(N=C2)C)N[C@H]2CN(CCC2)CC 7-chloro-N-[(3R)-1-ethyl-3-piperidinyl]-1-methyl-pyrazolo[3,4-d]pyridazin-4-amine